N-cyclopropyl-3-(6-((1-hydroxy-2-methylpropan-2-yl)amino)-5-methylpyridin-3-yl)-4-methylbenzamide C1(CC1)NC(C1=CC(=C(C=C1)C)C=1C=NC(=C(C1)C)NC(CO)(C)C)=O